tri(2-n-butoxyethyl) phosphate P(=O)(OCCOCCCC)(OCCOCCCC)OCCOCCCC